FC1(CCC(CC1)CN1N=CC(=C1C)B1OC(C(O1)(C)C)(C)C)F 1-((4,4-Difluorocyclohexyl)methyl)-5-methyl-4-(4,4,5,5-tetramethyl-1,3,2-dioxaborolan-2-yl)-1H-pyrazole